CNCC1=CC=C(C=C1)CNC N-methyl-1-[4-(methylaminomethyl)phenyl]methanamine